ClC1N(C=CC=C1C(C)(C)O)C1=NC=C(C(=C1)N1CC=C(C=C1C)OCC1=C(C(=C(C=C1)F)F)F)C chloro-3-(2-hydroxypropan-2-yl)-5',6''-dimethyl-4''-((2,3,4-trifluorobenzyl)oxy)-2H,2''H-[1,2':4',1''-terpyridine]